5-chloro-2-fluoro-3-((4-(1-fluoroethyl)-6-oxo-1,6-dihydropyrimidin-5-yl)oxy)benzonitrile ClC=1C=C(C(=C(C#N)C1)F)OC1=C(N=CNC1=O)C(C)F